acetoacetamidosulfonic acid triethylamine salt C(C)N(CC)CC.C(CC(=O)C)(=O)NS(=O)(=O)O